O=C1C(=C(C=NN1)NC(C=O)C)C(F)(F)F 2-((6-oxo-5-(trifluoromethyl)-1,6-dihydropyridazin-4-yl)amino)propanal